2,4-bis[2-hydroxy-4-(2-hydroxyethoxy)phenyl]-6-(4-chlorophenyl)-s-triazine OC1=C(C=CC(=C1)OCCO)C1=NC(=NC(=N1)C1=C(C=C(C=C1)OCCO)O)C1=CC=C(C=C1)Cl